4-oxo-5,6,7,8-tetrahydro-4H-pyrazolo[1,5-a]azepine-2-carboxylic acid ethyl ester C(C)OC(=O)C1=NN2C(C(CCCC2)=O)=C1